7-methoxy-3,4-dihydroisoquinolin-1(2H)-one COC1=CC=C2CCNC(C2=C1)=O